C(CCCCCCCCCCCC)(=O)O.C(CCCCCCCCCCCC)(=O)O.C1(=CC=CC=C1)O.C1(=CC=CC=C1)O bisphenol ditridecanoate